(R)-2-((1-(2-(4-fluoro-7,8,9,10-tetrahydropyrido[1,2-b]indazol-2-yl)-3,7-dimethyl-4-oxo-4H-pyrido[1,2-a]pyrimidin-9-yl)ethyl)amino)benzoic acid FC1=CC(=CC2=C3N(N=C12)CCCC3)C=3N=C1N(C(C3C)=O)C=C(C=C1[C@@H](C)NC1=C(C(=O)O)C=CC=C1)C